Hexamethylphosphorous triamide CN(P(N(C)C)N(C)C)C